C(=O)(O)C1=C(C=CC=C1)C(=O)O ortho-dicarboxybenzene